cis-3-methoxy-3-methyl-1-(5-(2-methyl-2H-pyrazolo[3,4-b]pyridin-5-yl)thieno[3,2-b]pyridin-2-yl)cyclobutanol COC1(CC(C1)(O)C1=CC2=NC(=CC=C2S1)C1=CC=2C(N=C1)=NN(C2)C)C